C(C)OC1=CC(=C(C(=C1)C)C1=CC=CC=C1)C 4'-ethoxy-2',6'-dimethyl-[1,1'-biphenyl]